CC1=NN(C(=C1)B(O)O)CCC 3-METHYL-1-PROPYL-1H-PYRAZOL-5-YLBORONIC ACID